OCC1=CC(=NC=C1)C1=CN=C2N1N=C(C=C2)NCC2=C(C=CC=C2)O 2-(((3-(4-(hydroxymethyl)pyridin-2-yl)imidazo[1,2-b]pyridazin-6-yl)-amino)-methyl)phenol